Tert-butyl 4-(4-amino-5-isopropoxy-2-methylphenyl)-3,6-dihydropyridine-1(2H)-carboxylate NC1=CC(=C(C=C1OC(C)C)C=1CCN(CC1)C(=O)OC(C)(C)C)C